6-amino-4-(3-sulfopropoxy)naphthalene-2-sulfonic acid NC=1C=C2C(=CC(=CC2=CC1)S(=O)(=O)O)OCCCS(=O)(=O)O